FC(C(=O)O)(F)F.NC=1N=CC(=NC1N1CCN(CC1)C1=CC(=CC=C1)C(F)(F)F)C=1C=C(C=CC1C)C(C(=O)N)(C(F)(F)F)O 2-(3-(5-amino-6-(4-(3-(trifluoromethyl)phenyl)piperazin-1-yl)pyrazin-2-yl)-4-methylphenyl)-3,3,3-trifluoro-2-hydroxypropanamide trifluoroacetate